N1=CC(=CC=C1)CN1[C@@H](CCC1)C(=O)NC(C(=O)O)CC 2-((S)-1-(pyridin-3-ylmethyl)pyrrolidine-2-carboxamido)butanoic acid